C1(CC1)N1N=C(C2=C1C=NN(C2=O)CC(=O)N[C@@H](C)C2=C(C=CC(=C2)C)C)C (S)-2-(1-cyclopropyl-3-methyl-4-oxo-1,4-dihydro-5H-pyrazolo[3,4-d]pyridazin-5-yl)-N-(1-(2,5-dimethylphenyl)ethyl)acetamide